COC1=C(C=C2C(=NC=NC2=C1)C=1C(=NN(C1)C(F)(F)F)C1=CC=CC=C1)N 7-methoxy-4-[3-phenyl-1-(trifluoromethyl)-1H-pyrazol-4-yl]quinazolin-6-amine